t-butyl (2-methyl-1-oxo-1-(4-((2-oxo-1-(4-(2-oxoethyl)phenyl)-1,2-dihydropyrimidin-4-yl)carbamoyl)piperazin-1-yl)propan-2-yl)carbamate CC(C(N1CCN(CC1)C(NC1=NC(N(C=C1)C1=CC=C(C=C1)CC=O)=O)=O)=O)(C)NC(OC(C)(C)C)=O